7-BROMO-6-FLUOROINDOLE-3-CARBOXALDEHYDE BrC=1C(=CC=C2C(=CNC12)C=O)F